O([C@H]1[C@H](O)[C@@H](O)[C@H](O)CO1)CCOCCCCCCCCCC decyloxyethyl β-D-xylopyranoside